1-fluoro-2-(methylsulfinyl)benzene FC1=C(C=CC=C1)S(=O)C